7-chloro-5-(2,4-difluorophenyl)-3,4-dihydro-2H-pyrano[2,3-b]Pyridine-2-carboxylic acid ClC1=CC(=C2C(=N1)OC(CC2)C(=O)O)C2=C(C=C(C=C2)F)F